tert-butyl 3-(5-(3-(2-(4-chloro-3-fluorophenoxy) acetamido) bicyclo[1.1.1]pentan-1-yl)-1,3,4-oxadiazol-2-yl)-3-fluoroazetidine-1-carboxylate ClC1=C(C=C(OCC(=O)NC23CC(C2)(C3)C3=NN=C(O3)C3(CN(C3)C(=O)OC(C)(C)C)F)C=C1)F